Tert-butyl (4aR,7aR)-1-Methyloctahydro-1H-pyrrolo[3,4-b]pyridine-6-carboxylate CN1[C@@H]2[C@H](CCC1)CN(C2)C(=O)OC(C)(C)C